O=C(C=CC1=CC=C(OCCCCCC(=O)O)C=C1)C1=CC=CC=C1 6-[4-(3-Oxo-3-phenylprop-1-enyl)phenoxy]hexanoic acid